O1CC(CC1)SC1=C(OC2=C(C=C(C=C2)C2=NOC=N2)C(F)(F)F)C=CC=C1 3-(4-(2-((tetrahydrofuran-3-yl)thio)phenoxy)-3-(trifluoromethyl)phenyl)-1,2,4-oxadiazol